N-(β-aminoethyl)γ-aminopropyltrimethoxy-silane NCCNCCC[Si](OC)(OC)OC